trimethyl-Trimethylolpropane triacrylate C(C=C)(=O)O.C(C=C)(=O)O.C(C=C)(=O)O.CC(CC(CO)(CO)CO)(C)C